C(C)C(CC(C(C(C(=O)[O-])(CC(CC)CC)CC(CC)CC)(O)C(=O)[O-])C(=O)[O-])CC Tri(2-ethyl-1-butyl)citrat